CC1([C@H](C1)C(=O)N1CC2(C1)CN(CC2(C(=O)[O-])F)C(=O)C2=CN=CS2)C 2-((S)-2,2-dimethylcyclopropane-1-carbonyl)-8-fluoro-6-(thiazole-5-carbonyl)-2,6-diazaspiro[3.4]octane-8-carboxylate